O-nonylthymol C(CCCCCCCC)OC1=C(C=CC(=C1)C)C(C)C